C(CCC)(OCC)=N ethyl butaneimidate